2-methyl-2-(1-(tetrahydro-2H-pyran-2-yl)-1H-pyrazol-3-yl)propanoic acid CC(C(=O)O)(C)C1=NN(C=C1)C1OCCCC1